[3-[2-(dimethylamino)ethyl]-1H-indol-4-yl]oxymethyl tetrahydropyran-4-yl carbonate C(OCOC1=C2C(=CNC2=CC=C1)CCN(C)C)(OC1CCOCC1)=O